NCC1=C(N=NN1C)C1=CC=C(C(=N1)CC)O[C@@H]1C[C@H](CCC1)C(=O)OC(C)C Isopropyl (1S,3S)-3-((6-(5-(aminomethyl)-1-methyl-1H-1,2,3-triazol-4-yl)-2-ethylpyridin-3-yl)oxy)cyclohexane-1-carboxylate